1-(4-methylphenyl)-4-benzoyl-2H-pyrido[2,1-a]isoquinoline CC1=CC=C(C=C1)C=1CC=C(N2C1C1=CC=CC=C1C=C2)C(C2=CC=CC=C2)=O